N1(CCOCC1)CCNC(=O)C=1C=2C[C@@H]3[C@H](C2N(N1)C1=C(C=C(C=C1)F)F)C3 (1aR,5aR)-2-(2,4-Difluoro-phenyl)-1a,2,5,5a-tetrahydro-1H-2,3-diaza-cyclopropa[a]pentalene-4-carboxylic acid (2-morpholin-4-yl-ethyl)-amide